OC1(CCN(CC1)C(=O)[C@H]1[C@@H](CN(CC1)CC=1N=COC1)C1=CC=CC=C1)CN1C=NC2=C(C1=O)C=CN2C2=CC=CC=C2 3-[(4-hydroxy-1-{[(3R,4R)-1-(1,3-oxazol-4-ylmethyl)-3-phenylpiperidin-4-yl]carbonyl}piperidin-4-yl)methyl]-7-phenyl-3,7-dihydro-4H-pyrrolo[2,3-d]pyrimidin-4-one